C(C1=CC=CC=C1)N1[C@@H](CC(CC1C)=O)C(=O)OC methyl (2S)-1-benzyl-6-methyl-4-oxopiperidine-2-carboxylate